CN1N=C(N=C1)CNC(N)=O 3-[(1-methyl-1H-1,2,4-triazole-3-yl)methyl]urea